tert-butyl-2-(2-methoxyphenyl)-3-nitro-2H-benzopyran C(C)(C)(C)C1(OC2=C(C=C1[N+](=O)[O-])C=CC=C2)C2=C(C=CC=C2)OC